FC1=C(C=CC=C1)[C@@H]([C@H]1CNC2=C(N1)N=CC=C2)NCCC=2C=C(C=CC2)C(C(=O)O)(C)C 2-[3-[(1S)-2-[[(R)-(2-fluorophenyl)-[(3R)-1,2,3,4-tetrahydropyrido[2,3-b]pyrazin-3-yl]methyl]amino]-1-ethyl]phenyl]-2-methyl-propanoic acid